(-)-2-((S)-1,2,3,4-tetrahydronaphthalene-1-carbonyl)-2,7-diazaspiro[4.5]decane-6,8-dione [C@@H]1(CCCC2=CC=CC=C12)C(=O)N1CC2(CC1)C(NC(CC2)=O)=O